1-[(2R)-4-[7-(7,8-difluoro-3-hydroxynaphthalen-1-yl)-8-fluoro-2-[(2-fluoro-hexahydro-1H-pyrrolizin-7a-yl)methoxy]pyrido[4,3-d]pyrimidin-4-yl]-2-methylpiperidin-1-yl]prop-2-en-1-one FC1=CC=C2C=C(C=C(C2=C1F)C1=C(C=2N=C(N=C(C2C=N1)C1C[C@H](N(CC1)C(C=C)=O)C)OCC12CCCN2CC(C1)F)F)O